tert-butyl 4-(6-oxo-5-((3-(trifluoromethyl)pyridin-2-yl)methyl)-5,6-dihydropyrido[3,2-d]pyrimidin-7-yl)piperidine-1-carboxylate O=C1C(=CC=2N=CN=CC2N1CC1=NC=CC=C1C(F)(F)F)C1CCN(CC1)C(=O)OC(C)(C)C